C(C)OC1=C(C=C2CCN([C@H](C2=C1)CCC1=CNC2=CC=C(C=C12)OC)S(=O)(=O)C1CCCCC1)OC (S)-7-ethoxy-6-methoxy-1-(2-(5-methoxy-1H-indol-3-yl)ethyl)-2-cyclohexylsulfonyl-1,2,3,4-tetrahydro-isoquinoline